Cl.N[C@H]1C[C@H](CCC1)NC(=O)C1=CN(CCS1)C1=C2C(=NC=C1)NC=C2 N-((1S,3R)-3-aminocyclohexyl)-4-(1H-pyrrolo[2,3-b]pyridin-4-yl)-3,4-dihydro-2H-1,4-thiazine-6-carboxamide hydrochloride